(1-(2-((1R)-1-(benzyloxy)ethyl)-4-fluorophenyl)-3-methoxy-1H-pyrazol-5-yl)(1-(cyclopropylmethyl)-1H-1,2,3-triazol-4-yl)methanol C(C1=CC=CC=C1)O[C@H](C)C1=C(C=CC(=C1)F)N1N=C(C=C1C(O)C=1N=NN(C1)CC1CC1)OC